2-chloro-6,2'-difluoro-[1,1'-biphenyl] ClC1=C(C(=CC=C1)F)C1=C(C=CC=C1)F